(2S)-2-[(3-ethynylcyclobutanecarbonyl)-methyl-amino]-3-methyl-butyric acid tert-butyl ester C(C)(C)(C)OC([C@H](C(C)C)N(C)C(=O)C1CC(C1)C#C)=O